C(CCCCCCCCCCCCCCCCC)(=O)[O-].[Na+].[Mg+2].C(CCCCCCCCCCCCCCCCC)(=O)[O-].C(CCCCCCCCCCCCCCCCC)(=O)[O-] magnesium sodium stearate